N1(CCC1)C(=O)N1[C@H]([C@H](C(C1)(F)F)NS(N(C)C)(=O)=O)CC=1C(=C(C=CC1)C1=CC(=CC(=C1)C)F)F N'-{(2S,3R)-1-(azetidine-1-carbonyl)-2-[(2,3'-difluoro-5'-methyl[1,1'-biphenyl]-3-yl)methyl]-4,4-difluoropyrrolidin-3-yl}-N,N-dimethylsulfuric diamide